C1(CCCC1)N1C(CN(CC1)CC1=CC=2N=C(N=C(C2S1)N1CCOCC1)N1C(=NC2=C1C=CC=C2)CC)=O 1-cyclopentyl-4-((2-(2-ethyl-1H-benzimidazol-1-yl)-4-morpholinylthieno[3,2-d]pyrimidin-6-yl)methyl)piperazin-2-one